1-(3-(aminomethyl)benzyl)-2-butyl-1H-imidazo[4,5-c]quinolin-4-amine NCC=1C=C(CN2C(=NC=3C(=NC=4C=CC=CC4C32)N)CCCC)C=CC1